(S)-2-((2-((R)-4-(cyanomethyl)-2-carbonyloxazolidin-3-yl)-5,6-dihydrobenzo[f]imidazo[1,2-d][1,4]oxazepin-9-yl)amino)propanamide C(#N)C[C@H]1N(C(OC1)=C=O)C=1N=C2N(CCOC3=C2C=CC(=C3)N[C@H](C(=O)N)C)C1